1-(3-chloro-4-tolyl)-3-((5-(2,6-dioxopiperidin-3-yl)-4-oxo-5,6-dihydro-4H-thieno[3,4-c]pyrrol-1-yl)methyl)-1-methylurea ClC=1C=C(C=CC1N(C(=O)NCC=1SC=C2C1CN(C2=O)C2C(NC(CC2)=O)=O)C)C